(S)-6-(1-amino-1,3-dihydro-spiro[indene-2,4'-piperidin]-1'-yl)-3-(1-(2-methoxyphenyl)vinyl)-1,5-dihydro-4H-pyrazolo[3,4-d]pyrimidin-4-one N[C@@H]1C2=CC=CC=C2CC12CCN(CC2)C=2NC(C1=C(N2)NN=C1C(=C)C1=C(C=CC=C1)OC)=O